rac-N-[(3S,4R)-4-({[(1s,4S)-4-ethylcyclohexyl]oxy}methyl)-7-fluoro-6-oxo-1,3,4,6-tetrahydro-2H-quinolizin-3-yl]methanesulfonamide C(C)C1CCC(CC1)OC[C@H]1[C@H](CCC2=CC=C(C(N12)=O)F)NS(=O)(=O)C |r|